(1R,3S,5R)-2-(2-(3-acetyl-5-(2-methoxypyrimidin-5-yl)-1H-indazol-1-yl)acetyl)-N-(6-bromo-3-methylpyridin-2-yl)-5-methyl-2-azabicyclo[3.1.0]hexane-3-carboxamide C(C)(=O)C1=NN(C2=CC=C(C=C12)C=1C=NC(=NC1)OC)CC(=O)N1[C@@H]2C[C@@]2(C[C@H]1C(=O)NC1=NC(=CC=C1C)Br)C